FC(=C1CCN(CC1)C=1N=C(NN1)N)F 5-[4-(difluoromethylidene)piperidin-1-yl]-2H-1,2,4-triazol-3-amine